[N+](=O)([O-])C=1C=C(C=CC1)C=CC(=O)N1C(OCC1C1=CC=CC=C1)=O 3-(3-(3-nitrophenyl)acryloyl)-4-phenyloxazolidin-2-one